(R)-1-(5-(4-(4-cyanophenyl)-4-fluoropiperidine-1-carbonyl)-2,4-dimethylphenyl)-3-(tetrahydrofuran-3-yl)urea C(#N)C1=CC=C(C=C1)C1(CCN(CC1)C(=O)C=1C(=CC(=C(C1)NC(=O)N[C@H]1COCC1)C)C)F